ClC1=C2C(=NC=C1)NC(=C2C2=CC=C1CCCN(C1=C2)C(C=C)=O)C2=CC=C(C=C2)OCCN2CCCC2 1-(7-(4-chloro-2-(4-(2-(pyrrolidin-1-yl)ethoxy)phenyl)-1H-pyrrolo[2,3-b]pyridin-3-yl)-3,4-dihydroquinolin-1(2H)-yl)prop-2-en-1-one